(R)-1-(3-(1-(4-(2-fluoro-3-methoxyphenoxy)phenyl)-5-isopropoxyimidazo[1,5-a]pyrazin-3-yl)pyrrolidin-1-yl)but-2-yn-1-one FC1=C(OC2=CC=C(C=C2)C=2N=C(N3C2C=NC=C3OC(C)C)[C@H]3CN(CC3)C(C#CC)=O)C=CC=C1OC